(3R)-N-[3-[2-(2-hydroxy-3-methoxypropoxy)-6-(morpholin-4-yl)pyridin-4-yl]-4-methylphenyl]-3-(2,2,2-trifluoroethyl)pyrrolidine-1-carboxamide OC(COC1=NC(=CC(=C1)C=1C=C(C=CC1C)NC(=O)N1C[C@H](CC1)CC(F)(F)F)N1CCOCC1)COC